butyl (butyl phosphonate) C(CCC)P(OCCCC)([O-])=O